N1-(4-(2,6-dimethylmorpholino)phenyl)cyclohexane-1,4-diamine CC1OC(CN(C1)C1=CC=C(C=C1)NC1CCC(CC1)N)C